3-(5-(2-(4-(4-amino-3-(4-phenoxyphenyl)-1H-pyrazolo[3,4-d]pyrimidin-1-yl)piperidin-1-yl)ethyl)-1-oxoisoindolin-2-yl)piperidine-2,6-dione NC1=C2C(=NC=N1)N(N=C2C2=CC=C(C=C2)OC2=CC=CC=C2)C2CCN(CC2)CCC=2C=C1CN(C(C1=CC2)=O)C2C(NC(CC2)=O)=O